6-chloro-N-(5-chloro-2-fluoro-4-((3-methyl-3H-imidazo[4,5-b]pyridin-6-yl)oxy)phenyl)pyrido[3,2-d]pyrimidin-4-amine ClC=1C=CC=2N=CN=C(C2N1)NC1=C(C=C(C(=C1)Cl)OC=1C=C2C(=NC1)N(C=N2)C)F